ClC=1C(=C(C=CC1)C=1C=C(C(=NC1)C(=O)NC=1C=NC(=C(C1)Cl)N1N=CC=N1)C)C 5-(3-chloro-2-methylphenyl)-N-(5-chloro-6-(2H-1,2,3-triazol-2-yl)pyridin-3-yl)-3-methyl-Pyridinamide